OC1=CC=C2C(/C(/COC2=C1)=C/C1=CC(=C(C=C1)O)OC)=O (3E)-7-hydroxy-3-(4-hydroxy-3-methoxybenzylidene)-2,3-dihydro-4H-chromen-4-one